(3S,4R)-4-(2,6-difluoro-4-methoxyphenyl)-3-[3-(4-fluorophenyl)ureido]pyrrolidin FC1=C(C(=CC(=C1)OC)F)[C@H]1[C@@H](CNC1)NC(=O)NC1=CC=C(C=C1)F